4-cyclopropyl-2-(4-fluoro-2-methylphenoxy)-N-(4-fluoro-3-(2-hydroxyacetyl)phenyl)-5-(trifluoromethyl)benzamide C1(CC1)C1=CC(=C(C(=O)NC2=CC(=C(C=C2)F)C(CO)=O)C=C1C(F)(F)F)OC1=C(C=C(C=C1)F)C